ClC=1C(=C(C=CC1)C1CCN(CC1)C(CN1N=C(C2=C1C[C@@H]1[C@H]2C1)C(=O)OCC)=O)C (3bR,4aR)-ethyl 1-(2-(4-(3-chloro-2-methylphenyl)piperidin-1-yl)-2-oxoethyl)-3b,4,4a,5-tetrahydro-1H-cyclopropa[3,4]cyclopenta[1,2-c]pyrazole-3-carboxylate